ClC=1C=C(C=CC1Cl)C=1N=C(SC1SC(C)C)N1N=C(C(=C1C(=O)O)C1=CC(=CC=C1)F)C 1-(4-(3,4-dichlorophenyl)-5-(isopropylsulfanyl)thiazol-2-yl)-4-(3-fluorophenyl)-3-methyl-1H-pyrazole-5-carboxylic acid